O1PSC=C1 [1,3,2]Oxathiaphosphole